COC(=O)C1(C(N(N=CC1)C1=CC(=CC(=C1)Cl)Cl)=O)C1=CC=C(C=C1)Cl (4-chlorophenyl)-2-(3,5-dichlorophenyl)-3-oxo-2,3,4,5-tetrahydropyridazine-4-carboxylic acid methyl ester